12-((4-butoxy-4''-(pentyloxy)-[1,1':4',1''-terphenyl]-2-yl)oxy)dodecan-1-amine C(CCC)OC1=CC(=C(C=C1)C1=CC=C(C=C1)C1=CC=C(C=C1)OCCCCC)OCCCCCCCCCCCCN